C(C)C1=CC=CC(=N1)NS(=O)(=O)C1=CC=C(C=C1)NC(NCC=1C=NC=CC1)=O 3-{4-[(6-ethylpyridin-2-yl)sulfamoyl]phenyl}-1-(pyridin-3-ylmethyl)urea